ClC1=C(C(=CC(=C1)F)Cl)C1=CC=NC2=CC(=CC=C12)O[C@@H](C(=O)N1CCC2(CCNC2=O)CC1)C 8-[(2R)-2-[[4-(2,6-dichloro-4-fluoro-phenyl)-7-quinolyl]oxy]propanoyl]-2,8-diazaspiro[4.5]decan-1-one